tert-butyl N-{[3-(3,4-difluorophenyl)-6-methyl-4-oxo-3H,4H,6H,7H-pyrano[3,4-d]imidazol-6-yl]methyl}carbamate FC=1C=C(C=CC1F)N1C=NC2=C1C(OC(C2)(C)CNC(OC(C)(C)C)=O)=O